9-(2,3-difluoro-6-(2-morpholinothiazol-4-yl)phenoxy)-N-(2-(2-(2-((4-(2,6-dioxopiperidin-3-yl)phenyl)amino)-2-oxoethoxy)ethoxy)ethyl)nonanamide FC1=C(OCCCCCCCCC(=O)NCCOCCOCC(=O)NC2=CC=C(C=C2)C2C(NC(CC2)=O)=O)C(=CC=C1F)C=1N=C(SC1)N1CCOCC1